N-((1-(5-amino-4-oxo-3,4-dihydropyrido[3,4-d]pyridazin-7-yl)piperidin-4-yl)methyl)aminosulfonamide NC1=NC(=CC2=C1C(NN=C2)=O)N2CCC(CC2)CNNS(=O)=O